di(acetic acid) tetrasodium salt [Na+].[Na+].[Na+].[Na+].C(C)(=O)[O-].C(C)(=O)[O-]